methyl 6-bromo-1,3-dimethyl-2-oxoindoline-5-carboxylate BrC1=C(C=C2C(C(N(C2=C1)C)=O)C)C(=O)OC